C(#N)C1=CC(=C(OC=2N=NC(=C(C2C(=O)NC2=CC(=CC=C2)[S@@](=O)(=N)C)C)C2=C(C=CC=C2)C)C=C1)OC (R)-3-(4-cyano-2-methoxyphenoxy)-5-methyl-N-(3-(S-methylsulfonimidoyl)phenyl)-6-(o-tolyl)pyridazine-4-carboxamide